C(=O)(OC(C)(C)C)N[C@H](CC1=CNC=N1)C(=O)O boc-D-histidine